FC(C1=NN=C(O1)C1=CC=C(C=C1)SC=1N(C(=NN1)C=1C=CC(=NC1)NC(OC(C)(C)C)=O)C)F tert-butyl (5-(5-((4-(5-(difluoromethyl)-1,3,4-oxadiazol-2-yl)phenyl)thio)-4-methyl-4H-1,2,4-triazol-3-yl)pyridin-2-yl)carbamate